Indium Bromid [Br-].[In+3].[Br-].[Br-]